(2-methylpyridin-3-yl)boronic acid CC1=NC=CC=C1B(O)O